benzo[d]oxazol-2(3H)-one trifluoroacetate salt FC(C(=O)O)(F)F.O1C(NC2=C1C=CC=C2)=O